2-((4-sulfamoylphenyl)amino)thiazol S(N)(=O)(=O)C1=CC=C(C=C1)NC=1SC=CN1